C(CC(C(=O)O)O)CC(=O)O The molecule is an adipic acid derivative having a 2-hydroxy substituent. It derives from an adipic acid. It is a conjugate acid of a 2-hydroxyadipate(2-).